FC(C(=O)O)(F)F.ClC=1C=C(C=CC1OC)C1(CNC1)O 3-(3-chloro-4-methoxyphenyl)azetidin-3-ol trifluoroacetate salt